6-cyclopropyl-2-(5-fluoropyridin-2-yl)-3-(1H-pyrazolo[3,4-b]pyridin-4-yl)-6,7-dihydro-4H-pyrazolo[5,1-c][1,4]oxazine C1(CC1)C1CN2C(CO1)=C(C(=N2)C2=NC=C(C=C2)F)C2=C1C(=NC=C2)NN=C1